COC=1C=C(C=CC1OC)C1=NC2=C(N1C)C=C(C=C2C)C2CCN(CC2)C2CCN(CC2)C(C)C 2-(3,4-Dimethoxyphenyl)-6-(1'-isopropyl-[1,4'-bipiperidin]-4-yl)-1,4-dimethyl-1H-benzo[d]imidazol